N1N=NN=C1 tetrazol